O1CCC(=CC1)C1=CNC=2N=C(N=C(C21)NCC2=NC(=CC=C2)N2C[C@H](N[C@H](C2)C)C)C 5-(3,6-Dihydro-2H-pyran-4-yl)-N-((6-((3R,5S)-3,5-dimethylpiperazin-1-yl)pyridin-2-yl)methyl)-2-methyl-7H-pyrrolo[2,3-d]pyrimidin-4-amine